C[C@]12CC(C[C@](CCC1)(N2)C)=CC=2N=CC(=NC2)C=2C(=CC(=NC2)N2C=NC=C2)O 5-(5-((E)-((1R,5S)-1,5-dimethyl-9-azabicyclo[3.3.1]nonan-3-ylidene)methyl)pyrazin-2-yl)-2-(1H-imidazol-1-yl)pyridin-4-ol